2-((bis(3-(difluoromethyl)-5-(4,4,5,5-tetramethyl-1,3,2-dioxaborolan-2-yl)phenyl)(oxo)-λ6-sulfanylidene)amino)acetic acid FC(C=1C=C(C=C(C1)B1OC(C(O1)(C)C)(C)C)S(=O)(C1=CC(=CC(=C1)B1OC(C(O1)(C)C)(C)C)C(F)F)=NCC(=O)O)F